ClC1=C2C(=C(N=N1)C1=C(C=CC=C1)O)SC=C2 2-(4-chlorothieno[2,3-d]pyridazin-7-yl)phenol